BrC=1C=C(C=CC1)C(CC)(F)C1=NN=CN1C 3-(1-(3-bromophenyl)-1-fluoropropyl)-4-methyl-4H-1,2,4-triazole